C(C)OC(=O)[C@H]1C2CCC([C@@H]1NC1=NC(=NN3C1=C(C=C3)Cl)C3=CN(C1=NC=C(C=C13)F)S(=O)(=O)C1=CC=C(C)C=C1)CC2 (1R,2S,3S,4R)-3-((5-chloro-2-(5-fluoro-1-p-toluenesulfonyl-1H-pyrrolo[2,3-b]pyridin-3-yl)pyrrolo[2,1-f][1,2,4]triazin-4-yl)amino)bicyclo[2.2.2]octane-2-carboxylic acid ethyl ester